2,2-dimethylpropionic acid [1-(3-bromo-1H-1,2,4-triazol-5-yl)-3-(3-chloro-2-pyridinyl)-3-hydroxy-propyl] ester BrC1=NNC(=N1)C(CC(O)C1=NC=CC=C1Cl)OC(C(C)(C)C)=O